C1CCCCC1.[Si].[Si].[Si] trisilicon cyclohexane